(S)-4-amino-N-methyl-N-(6-(5-(trifluorometh-yl)pyridin-3-yl)-2,3-dihydrobenzofuran-3-yl)imidazo[1,5-a]quinoxaline-8-carboxamide NC=1C=2N(C3=CC(=CC=C3N1)C(=O)N([C@@H]1COC3=C1C=CC(=C3)C=3C=NC=C(C3)C(F)(F)F)C)C=NC2